2,3,5-tribromo-6-methylpyridine BrC1=NC(=C(C=C1Br)Br)C